COCCN1N=CC(=C1)C1=CC=C(C=C1)C1=NOC(C1)(O)C(F)(F)F 3-[4-[1-(2-methoxyethyl)pyrazol-4-yl]phenyl]-5-(trifluoromethyl)-4H-1,2-oxazol-5-ol